FC=1C=C(C=CC1C(F)(F)F)C1C(=C(NC=2N1N=C(C2)SC)C)C(=O)NC=2C=C1C=CN=CC1=CC2 7-(3-fluoro-4-(trifluoromethyl)phenyl)-N-(isoquinolin-6-yl)-5-methyl-2-(methylthio)-4,7-dihydropyrazolo[1,5-a]pyrimidine-6-carboxamide